NC1=CC(=C(C=C1)N(CC(=O)OCOC(C)=O)CC(=O)OCOC(C)=O)OCC=1N=NN(C1)CC(=O)NCCOCCOCCCCCCCl bis(acetoxymethyl) 2,2'-((4-amino-2-((1-(2-((2-(2-((6-chlorohexyl)oxy)ethoxy)ethyl)amino)-2-oxoethyl)-1H-1,2,3-triazol-4-yl)methoxy)phenyl)azanediyl)diacetate